OC(COC1=C(C#N)C=CC=C1)CNC(CC1=CNC2=CC=CC=C12)(C)C 2-[2-hydroxy-3-[[2-(1H-indol-3-yl)-1,1-dimethyl-ethyl]amino]propoxy]benzonitrile